(((R)-1-(methylamino)-1-oxo-3-(thiazol-4-yl) propan-2-ylcarbamoyl) imidazo[1,2-b]pyridazin-6-yl) pyrrolidin-3-ylcarbamate N1CC(CC1)NC(OC=1C=CC=2N(N1)C=C(N2)C(N[C@@H](C(=O)NC)CC=2N=CSC2)=O)=O